CN(CCOC=1C=C(C=CC1)CC(=O)O)C 2-(3-(2-(dimethylamino)ethoxy)phenyl)acetic acid